C(C)N1[C@@H](C=2N=CC(=C(C3=CN4C(C(OCCCCCC(NC1=O)CCC(C)F)=N3)=NC=C4)C2)OC)C (12R)-13-ethyl-16-(3-fluorobutyl)-8-methoxy-12-methyl-12,13,16,17,18,19,20,21-octahydro-6,23-(azeno)-11,7-(metheno)imidazo[2,1-c][1,4,10,13,15]oxatetraazacyclohenicosin-14(15H)-one